C(=O)(O)C=1NC2=CC=CC=C2C1 2-CARBOXYL-INDOL